The molecule is a cholestanoid that is 5beta-cholestan-26-oic acid substituted by alpha-hydroxy groups at positions 3 and 7 respectively. It has a role as a human metabolite and a mouse metabolite. It is a dihydroxy monocarboxylic acid, a 7alpha-hydroxy steroid, a 3alpha-hydroxy steroid and a cholestanoid. It derives from a hydride of a 5beta-cholestane. C[C@H](CCCC(C)C(=O)O)[C@H]1CC[C@@H]2[C@@]1(CC[C@H]3[C@H]2[C@@H](C[C@H]4[C@@]3(CC[C@H](C4)O)C)O)C